FC(CNC(=O)CNC(=O)C1=CC=CC(=N1)C1=CC=C2C=CC=C(C2=C1)NC(C=C)=O)(F)F N-{7-[6-({[(2,2,2-trifluoroethyl)carbamoyl]methyl}carbamoyl)pyridin-2-yl]naphthalen-1-yl}prop-2-enamide